C(#N)C(C1=NN=CC2=CC=CC=C12)NC(=O)[C@@H]1[C@H]2C([C@H]2CN1C(=O)OC(C)(C)C)(C)C tert-butyl (1R,2S,5S)-2-[[cyano(phthalazin-1-yl)methyl]carbamoyl]-6,6-dimethyl-3-azabicyclo[3.1.0]hexane-3-carboxylate